2-(2,6-dibenzhydryl-4-methylphenyl)-5-(2,4,6-triisopropylphenyl)imidazo[1,5-a]pyridine-3(2H)-selenone C(C1=CC=CC=C1)(C1=CC=CC=C1)C1=C(C(=CC(=C1)C)C(C1=CC=CC=C1)C1=CC=CC=C1)N1C(N2C(C=CC=C2C2=C(C=C(C=C2C(C)C)C(C)C)C(C)C)=C1)=[Se]